Tin (II) octanoate C(CCCCCCC)(=O)[O-].[Sn+2].C(CCCCCCC)(=O)[O-]